C(C1=CC=CC=C1)(=O)O (3R)-benzoic acid